ClC1=CC2=C(N(C(N=C2N2[C@H](CN(C[C@H]2C)C(=O)OC(C)(C)C)C)=O)C=2C(=NC=CC2C)C(C)C)N=C1Cl tert-butyl (3S,5R)-4-(6,7-dichloro-1-(2-isopropyl-4-methylpyridin-3-yl)-2-oxo-1,2-dihydropyrido[2,3-d]pyrimidin-4-yl)-3,5-dimethylpiperazine-1-carboxylate